N-{[(3R,5aS,6R,8aS,9R,10S,12R,12aR)-3,6,9-trimethyldecahydro-12H-3,12-epoxypyrano[4,3-j][1,2]benzodioxepin-10-yl]methyl}cyclohexanesulfonamide C[C@@]12OO[C@]34[C@@H](CC1)[C@@H](CC[C@H]3[C@H]([C@H](O[C@@H]4O2)CNS(=O)(=O)C2CCCCC2)C)C